3-(3-methoxy-4-((2-methyl-6-(trifluoromethyl)pyrimidin-4-yl)oxy)phenyl)acrylic acid COC=1C=C(C=CC1OC1=NC(=NC(=C1)C(F)(F)F)C)C=CC(=O)O